C(C)(C)[Si]1(O[Si](OC[C@@H]2[C@@H](O1)[C@H](CS2)CS(=O)(=O)O)(C(C)C)C(C)C)C(C)C.C(CCCCC)(O)([2H])[2H] hexanol-1,1-d2 (6aR,9R,9aS)-2,2,4,4-tetraisopropyltetrahydro-6H-thieno[3,2-f][1,3,5,2,4]trioxadisilocin-9-yl-methanesulfonate